O1C(OC2=C1C=CC=C2)C(=O)C2=CC=CC=C2 benzo[d][1,3]dioxolyl(phenyl)methanone